C(CCCS(=O)(=O)OC)S(=O)(=O)OC dimethyl 1,4-butanedisulfonate